6-[6-[1-[2-(aminomethyl)-3,3-difluoro-allyl]-5-oxo-1,2,4-triazol-4-yl]-2-pyridinyl]-1-methyl-3,4-dihydroquinolin-2-one NCC(CN1N=CN(C1=O)C1=CC=CC(=N1)C=1C=C2CCC(N(C2=CC1)C)=O)=C(F)F